2-(2-((2-(2,6-dioxopiperidin-3-yl)-1-oxoisoindolin-4-yl)amino)ethoxy)propanoic acid O=C1NC(CCC1N1C(C2=CC=CC(=C2C1)NCCOC(C(=O)O)C)=O)=O